OC=1C(=C(C=CC1)C(=O)C1=C(C(=CC=C1)O)CC1=CC=CC=C1)CC1=CC=CC=C1 Hydroxybenzylphenylketone